4-[6-bromo-9-(4-vinylphenyl)-9H-carbazol-3-yl]benzaldehyde BrC=1C=C2C=3C=C(C=CC3N(C2=CC1)C1=CC=C(C=C1)C=C)C1=CC=C(C=O)C=C1